P1(CCC1)=O phosphetane-1-oxide